FC(C1=C(C=CC=C1F)B(O)O)(F)F 2-(TRIFLUOROMETHYL)-3-FLUORO-PHENYLBORONIC ACID